C(#C)C=1C=2N(C=CC1)C=NN2 8-ethynyl-[1,2,4]triazolo[4,3-a]pyridine